O1COC2=C1C=CC(=C2)C#CC=2C=C(OC1=C(N=NN1)C(=O)O)C=CC2 5-(3-(benzo[d][1,3]dioxol-5-ylethynyl)phenoxy)-1H-1,2,3-triazole-4-carboxylic acid